chloro-4,5-dihydro-2H,3'H-spiro[furan-3,1'-furo[3,4-c]pyridin]-3'-ol ClC1(OC2(C3=C1C=NC=C3)COCC2)O